C1(=CC=CC=C1)C[C@@H](CN1CCCC1)[N+]1=NOC(=C1)[N-]C(NC1=CC(=CC=C1)C(F)(F)F)=O (S)-(3-(1-phenyl-3-(pyrrolidin-1-yl)propan-2-yl)-1,2,3-oxadiazol-3-ium-5-yl)((3-(trifluoromethyl)phenyl)carbamoyl)amide